S1C=NC2=C1C(=CC=C2)CCC[C@@H]2C[C@@H]1N(CCN(C1)C(=O)OC(C)(C)C)C2=O tert-butyl (7R,8aS)-7-[3-(1,3-benzothiazol-7-yl)propyl]-6-oxo-octahydropyrrolo[1,2-a]pyrazine-2-carboxylate